4-Piperidin-1-yl-but-2-enoic acid [4-(3-chloro-4-fluoro-phenylamino)-7-propoxy-quinazolin-6-yl]-amide ClC=1C=C(C=CC1F)NC1=NC=NC2=CC(=C(C=C12)NC(C=CCN1CCCCC1)=O)OCCC